O(C1=CC=CC=C1)CCN 2-phenoxy-1-ethylamine